4-amino-2-(1-(2-methoxyethyl)-2,6-dioxopiperidin-3-yl)isoindolin-1,3-dione NC1=C2C(N(C(C2=CC=C1)=O)C1C(N(C(CC1)=O)CCOC)=O)=O